ClC1=CC=C(C=C1)N1CC(N(C2(CN(C2)C(=O)NC)C1=O)CC1=CC=C(C=C1)C(F)(F)F)=O 8-(4-chlorophenyl)-N-methyl-6,9-dioxo-5-(4-(trifluoromethyl)benzyl)-2,5,8-triazaspiro[3.5]-nonane-2-carboxamide